C(C)(=O)OC[C@@H](OC)[C@@H](OC)[C@H](OC)[C@H](OC(C)=O)COC 1,5-di-O-acetyl-2,3,4,6-tetra-O-methyl-mannitol